[Cl-].C(=C)C1=CC=C(C=C1)[N+](C)(C)C (p-vinylphenyl)-trimethyl-ammonium chloride